C(C)OC(CC(CCl)O)=O (+)-4-chloro-3-hydroxybutanoic acid ethyl ester